C(C)(C)(C)OC(=O)N1C2CNCC1(C2)C2=CC=C(C=N2)B(O)O (6-(6-(tert-butoxycarbonyl)-3,6-diazabicyclo[3.1.1]heptan-yl)pyridin-3-yl)boronic acid